FC=1C(=NC(=NC1)N1CCC(CC1)C(=O)N1OCC[C@H]1C=1C=NC=C(C1)F)C(=O)N 5-Fluoro-2-[4-[(3S)-3-(5-fluoro-3-pyridyl)isoxazolidine-2-carbonyl]-1-piperidyl]pyrimidine-4-carboxamide